2,2,2-trichloroethyl (S)-4,4,4-trifluoro-3-hydroxybutanoate FC([C@H](CC(=O)OCC(Cl)(Cl)Cl)O)(F)F